C1(=CC=CC=C1)N(C(=O)N1[C@@H]([C@H]2CC[C@@H](C1)N2C(N(C2=CC=CC=C2)C)=O)C(=O)O)C2=CC=CC=C2 (1R,2S,5S)-3-(diphenylcarbamoyl)-8-(methyl(phenyl)carbamoyl)-3,8-diazabicyclo[3.2.1]octane-2-carboxylic acid